(2S,5R)-2-(N-(N-isopropylsulfamoyl) carbamimidoyl)-7-oxo-1,6-diazabicyclo[3.2.1]octan-6-yl hydrogen sulfate S(=O)(=O)(ON1[C@@H]2CC[C@H](N(C1=O)C2)C(NS(NC(C)C)(=O)=O)=N)O